(2R,3R,7aS)-7a-(((tert-butyldiphenylsilyl)oxy)methyl-d2)-2-fluoro-3-methylhexahydro-1H-pyrrolizine [Si](C1=CC=CC=C1)(C1=CC=CC=C1)(C(C)(C)C)OC([C@]12CCCN2[C@@H]([C@@H](C1)F)C)([2H])[2H]